CC1=CC=C(C=N1)C=1C=NC(=CC1)NC(CCC(=O)N1C=2N(CCC1)N=C(C2)C)=O N-(6'-methyl-3,3'-bipyridin-6-yl)-4-(2-methyl-6,7-dihydropyrazolo[1,5-a]pyrimidin-4(5H)-yl)-4-oxobutanamide